ClC1=CC=C(S1)S(=O)(=O)NN(CC#C)C1=CC=CC=C1 5-Chloro-N'-phenyl-N'-(prop-2-yn-1-yl)thiophen-2-sulfonohydrazid